(S)-5-(3-(1-(2-hydroxyethylamino)-2,3-dihydro-1H-inden-4-yl)-1,2,4-oxadiazol-5-yl)-2-isopropoxybenzonitrile OCCN[C@H]1CCC2=C(C=CC=C12)C1=NOC(=N1)C=1C=CC(=C(C#N)C1)OC(C)C